(S)-2-amino-N-(1-(8-((7-methyl-tetrahydroimidazo[1,2-a]pyrazin-3-yl)ethynyl)-1-oxo-2-phenyl-1,2-dihydroisoquinolin-3-yl)ethyl)pyrazolo[1,5-a]pyrimidine-3-carboxamide NC1=NN2C(N=CC=C2)=C1C(=O)N[C@@H](C)C=1N(C(C2=C(C=CC=C2C1)C#CC1CNC=2N1CCN(C2)C)=O)C2=CC=CC=C2